C(C)N1C[C@@H](CCC1)N1CCC2=C1N=NC(=C2)C2=C(C=C(C=C2C)OC(F)(F)F)O 2-{7-[(3R)-1-ethylpiperidin-3-yl]-6,7-dihydro-5H-pyrrolo[2,3-c]pyridazin-3-yl}-3-methyl-5-(trifluoromethoxy)phenol